FCO[C@H]1[C@H]([C@@H](O[C@@H]1CO)N1C(NC(C=C1)=O)=O)O 1-((2R,3R,4S,5R)-4-(fluoromethoxy)-3-hydroxy-5-(hydroxymethyl)tetrahydrofuran-2-yl)pyrimidine-2,4(1H,3H)-dione